COC(C)(COC(C)=O)OC Acetoxyacetone Dimethylacetal